C(C)(C)(C)OC(=O)NC1(CC1)CNC1=C(SC2=C1C=1N=CC(=NC1C=C2)OC)C(=O)OC methyl 9-(((1-((tert-butoxycarbonyl)amino)cyclopropyl)methyl)amino)-3-methoxythieno[3,2-f]quinoxaline-8-carboxylate